[6-(4-Ethylamino-thiophen-2-yl)-pyrimidin-4-yl]-[2-(6-fluoro-2,4-dimethyl-indol-1-yl)-ethyl]-amine C(C)NC=1C=C(SC1)C1=CC(=NC=N1)NCCN1C(=CC2=C(C=C(C=C12)F)C)C